[Si](C)(C)(C(C)(C)C)O[C@H](CCN1C(C2=CC=CC=C2C1=O)=O)CN1CCN(CC1)C1=C(C(=CC=C1)F)OC (R)-2-(3-((tert-Butyldimethylsilyl)oxy)-4-(4-(3-fluoro-2-methoxyphenyl)piperazin-1-yl)butyl)isoindoline-1,3-dione